C(C)(C)(C)OC(=O)N1CCC(CC1)C(C)(O)C=1C=C(C(=C(C(=O)O)C1)C(C1=CC=C(C=C1)Cl)=O)F 5-[1-(1-tert-Butoxycarbonyl-4-piperidyl)-1-hydroxyethyl]-2-(4-chlorobenzoyl)-3-fluoro-benzoic acid